4-amino-N-methyl-N-(6-(pentafluoro-λ6-sulfaneyl)-2,3-dihydrobenzofuran-3-yl)imidazo[1,5-a]quinoxaline-8-carboxamide NC=1C=2N(C3=CC(=CC=C3N1)C(=O)N(C1COC3=C1C=CC(=C3)S(F)(F)(F)(F)F)C)C=NC2